4-(5-methylpyridin-3-yl)-1H-pyrazol-1-yl-N-[4-(trifluoromethyl)pyridin-2-yl]benzamide CC=1C=C(C=NC1)C=1C=NN(C1)C1=C(C(=O)NC2=NC=CC(=C2)C(F)(F)F)C=CC=C1